(E)-1-(4-(difluoromethoxy)-3-hydroxystyryl)-2,6-dimethylpyridin-4(1H)-one FC(OC1=C(C=C(/C=C/N2C(=CC(C=C2C)=O)C)C=C1)O)F